FC(O[C@@H]1CN(CC1)C(=O)NC1=C(C=C(C(=C1)C1=CC2=C(N=C(N=C2)N(C)CC2=CC=C(C=C2)OC)N=C1)C)F)F (S)-3-(difluoromethoxy)-N-(2-fluoro-5-(2-((4-methoxybenzyl)(methyl)amino)pyrido[2,3-d]pyrimidin-6-yl)-4-methylphenyl)pyrrolidine-1-carboxamide